4-phenylpyrrolidone C1(=CC=CC=C1)C1CC(NC1)=O